4-(2-furyl)-3-(2-methoxyphenyl)-1H-pyrazolo[3,4-b]pyridine O1C(=CC=C1)C1=C2C(=NC=C1)NN=C2C2=C(C=CC=C2)OC